2-[4-[3-[[4-[2-(2,6-dioxo-3-piperidyl)-1,3-dioxo-isoindolin-5-yl]piperazin-1-yl]methyl]azetidin-1-yl]phenyl]acetic acid O=C1NC(CCC1N1C(C2=CC=C(C=C2C1=O)N1CCN(CC1)CC1CN(C1)C1=CC=C(C=C1)CC(=O)O)=O)=O